F[C@H]([C@@H]1CCCC(N1)=O)C1=CN(C2=CC=CC(=C12)F)[Si](C(C)C)(C(C)C)C(C)C (S)-6-((S)-fluoro(4-fluoro-1-(triisopropylsilyl)-1H-indol-3-yl)methyl)piperidin-2-one